tert-butyl (2S,4S)-4-((7-bromo-6,8-dichloro-2-(((S)-1-methylpyrrolidin-2-yl)methoxy)-3-nitroquinolin-4-yl)amino)-2-(cyanomethyl)piperidine-1-carboxylate BrC1=C(C=C2C(=C(C(=NC2=C1Cl)OC[C@H]1N(CCC1)C)[N+](=O)[O-])N[C@@H]1C[C@H](N(CC1)C(=O)OC(C)(C)C)CC#N)Cl